(3-amino-2,6-difluoro-phenyl)-[5-bromo-1-(2,6-dichlorobenzoyl)pyrrolo[2,3-b]pyridin-3-yl]methanone NC=1C(=C(C(=CC1)F)C(=O)C1=CN(C2=NC=C(C=C21)Br)C(C2=C(C=CC=C2Cl)Cl)=O)F